FC=1C(C2(C(C(C(=O)OC2=O)(C1)F)(C(=C)C)F)F)(F)F hexafluoro-isopropenyl-isophthalic anhydride